NC(C(CCC(=O)OC(C)(C)C)N1C(C2=CC=C(C=C2C1)CC#N)=O)=O tert-butyl 5-amino-4-(5-(cyanomethyl)-1-oxoisoindolin-2-yl)-5-oxopentanoate